2-(3-isopropyl-1H-indol-5-yl)morpholine-4-carboxylic acid tert-butyl ester C(C)(C)(C)OC(=O)N1CC(OCC1)C=1C=C2C(=CNC2=CC1)C(C)C